2-ethylbenzo[d]oxazole-4-carboxylic acid C(C)C=1OC=2C(N1)=C(C=CC2)C(=O)O